1-(4-hydroxy-3,5-dimethoxyphenyl)-1-propanone OC1=C(C=C(C=C1OC)C(CC)=O)OC